Hydroxyazetidine-1-carboxylic acid benzyl ester C(C1=CC=CC=C1)OC(=O)N1C(CC1)O